5-cyclohexyloxy-3,4-dichloro-2(5H)furanone C1(CCCCC1)OC1C(=C(C(O1)=O)Cl)Cl